BrC(C(=O)[O-])C 2-bromopropionate